CC=1N=C2N(N=C(C=C2)CC(=O)NC2=NNC=C2)C1 3-{[(2-methylimidazo[1,2-b]pyridazin-6-yl)acetyl]amino}-1H-pyrazol